BrC=1C=CC(=C(C1)O)C=1C=2N(C(=NN1)N[C@H]1CN(CCC1)CC)C=CC2 5-bromo-2-(4-{[(3R)-1-ethylpiperidin-3-yl]amino}pyrrolo[1,2-d][1,2,4]triazin-1-yl)phenol